NC=1NC(C=2N(C(N(C2N1)[C@@H]1O[C@@H]([C@@H]([C@H]1O)O)CO)=O)CC)=O 2-Amino-9-((2R,3R,4R,5R)-3,4-dihydroxy-5-(hydroxymethyl)tetrahydrofuran-2-yl)-7-ethyl-7,9-dihydro-1H-purine-6,8-dion